N1CCCC=CC1 2,3,4,7-tetrahydro-1H-azepine